N-(cis-2-(((cis-4-(2,3-difluorophenyl)cyclohexyl)oxy)-methyl)piperidin-3-yl)methanesulfonamide FC1=C(C=CC=C1F)[C@H]1CC[C@H](CC1)OC[C@@H]1NCCC[C@@H]1NS(=O)(=O)C